C1(CCCC1)[C@@H](C)OC(=O)NC1=C(N=NN1C)C1=CC=C(C(=N1)C)NC(=O)[C@@H]1[C@H](CCCC1)C(=O)O (1S,2S)-2-((6-(5-((((R)-1-cyclopentylethoxy)carbonyl)amino)-1-methyl-1H-1,2,3-triazol-4-yl)-2-methylpyridin-3-yl)carbamoyl)cyclohexane-1-carboxylic acid